8-ethynyl-6-methoxy-imidazo[1,5-a]pyridine Potassium carbonate C([O-])([O-])=O.[K+].C(#C)C=1C=2N(C=C(C1)OC)C=NC2.[K+]